2-[(5-{[1-(methanesulfonyl)piperidin-4-yl]methoxy}-4-oxo-4H-pyran-2-yl)methyl]-2,3-dihydro-1H-isoindol-1-one CS(=O)(=O)N1CCC(CC1)COC=1C(C=C(OC1)CN1C(C2=CC=CC=C2C1)=O)=O